9,10-diethyl-2,3,6,7-tetramethoxyanthracene C(C)C=1C2=CC(=C(C=C2C(=C2C=C(C(=CC12)OC)OC)CC)OC)OC